α-methylbenzyl alcohol formate C(=O)OC(C1=CC=CC=C1)C